Cl.ClC=1C(=NC=C(C1)Cl)CN1CCC2(CC1)C(NC1=CC=C(C=C12)C(=O)O)=O 1'-[(3,5-dichloro-2-pyridyl)methyl]-2-oxospiro[indoline-3,4'-piperidine]-5-carboxylic acid hydrochloride